C1(CCC1)CC[C@@H](/C=C/[C@H]1[C@@H](C[C@H]2[C@@H]1CCC1=C(O2)C=C(C=C1)C(=O)O)O)O (1R,2R,3aS,10aR)-1-[(1E,3S)-5-cyclobutyl-3-hydroxy-1-penten-1-yl]-2-hydroxy-2,3,3a,9,10,10a-hexahydro-1H-benzo[b]cyclopenta[f]oxepin-6-carboxylic acid